5-(3-(((S)-1-(1H-tetrazol-1-yl)propan-2-yl)oxy)-4-chlorophenyl)-N-(1-((1r,4r)-4-morpholinocyclohexyl)-3-(oxazol-2-yloxy)-1H-pyrazol-4-yl)pyrimidin-2-amine N1(N=NN=C1)C[C@H](C)OC=1C=C(C=CC1Cl)C=1C=NC(=NC1)NC=1C(=NN(C1)C1CCC(CC1)N1CCOCC1)OC=1OC=CN1